2,9-Dimethoxy-11,12-dihydro-dibenzo[c,g][1,2]diazocine 5,6-dioxide COC1=CC2=C([N+](=[N+](C3=C(CC2)C=C(C=C3)OC)[O-])[O-])C=C1